ClC=1C(=C(C=CC1Cl)NC=1C2=C(N=CN1)C=C(C(=N2)C2CNCCC2)F)F N-(3,4-dichloro-2-fluorophenyl)-7-fluoro-6-(piperidin-3-yl)pyrido[3,2-d]pyrimidin-4-amine